tert-butyl (1-fluoro-5,6-dihydro-4H-pyrrolo[3,2,1-ij]quinolin-5-yl)carbamate FC1=CN2CC(CC3=CC=CC1=C23)NC(OC(C)(C)C)=O